C(CCCC)[N+]1=C(NC=C1)C amyl-methylimidazolium